O=C1NC(CCC1N1C(N(C2=C1C=CC(=C2)C=2C=CC(=NC2)CC(=O)OC(C)(C)C)C)=O)=O tert-butyl 2-(5-(1-(2,6-dioxopiperidin-3-yl)-3-methyl-2-oxo-2,3-dihydro-1H-benzo[d]imidazol-5-yl)pyridin-2-yl)acetate